2-(3,4-dimethoxyphenyl)-5,6,7-trimethoxy-4H-benzopyran-4-one COC=1C=C(C=CC1OC)C=1OC2=C(C(C1)=O)C(=C(C(=C2)OC)OC)OC